C(C1=CC=CC=C1)N(C(=S)SSCCCCCCCCCSSC(N(CC1=CC=CC=C1)CC1=CC=CC=C1)=S)CC1=CC=CC=C1 1,9-bis(N,N'-dibenzylthiocarbamoyldithio)nonane